CNC1=NC(=NC=C1C(=O)OCC)SC ethyl 4-(methylamino)-2-(methylthio)pyrimidine-5-carboxylate